ClC1=NN=C(C2=CC(=CC=C12)C)C1=C(C=C(C#N)C=C1)OC 4-(4-chloro-7-methylphthalazin-1-yl)-3-methoxybenzonitrile